EPOXYSQUALENE CC(=CCC/C(=C/CC/C(=C/CC/C=C(\C)/CC/C=C(\C)/CCC=C1COC1)/C)/C)C